4-(3-hydroxyazetidine-1-carbonyl)benzonitrile OC1CN(C1)C(=O)C1=CC=C(C#N)C=C1